BrC1(CN=CC=C1)[C@@H](CCC(=C)C)NC1=CC=C(C=C1)OC (R)-N-(1-(3-bromopyridin-3-yl)-4-methylpent-4-en-1-yl)-4-methoxyaniline